ClC1=CC=C(C=C1)C1CN(CC(C1)OC)C(=O)OC(C)(C)C tert-butyl 3-(4-chlorophenyl)-5-methoxypiperidine-1-carboxylate